3-(5-((trans-4-amino-1-methylpiperidin-3-yl)oxy)-1-oxoisoindolin-2-yl)piperidine-2,6-dione N[C@H]1[C@@H](CN(CC1)C)OC=1C=C2CN(C(C2=CC1)=O)C1C(NC(CC1)=O)=O